2,4,6-triphenyl-2,4,6-trimethylcyclotrisiloxane C1(=CC=CC=C1)[Si]1(O[Si](O[Si](O1)(C)C1=CC=CC=C1)(C)C1=CC=CC=C1)C